C1(CC1)N1C(=NC2=C1C=C(C=C2F)C2=CC=C(C=C2)CN2CCC(CC2)N2CCCC2)C2=CC=C(C=C2)S(=O)(=O)C 1-cyclopropyl-4-fluoro-2-(4-(methylsulfonyl)phenyl)-6-(4-((4-(pyrrolidin-1-yl)piperidin-1-yl)methyl)phenyl)-1H-benzo[d]imidazole